C12CN(CC(CC1)N2)C=2OC1=C(N2)C(=C(C=C1C=1SC=CN1)C(C(F)F)OC)OC(F)(F)F 2-(3,8-diazabicyclo[3.2.1]octan-3-yl)-5-(2,2-difluoro-1-methoxyethyl)-7-(thiazol-2-yl)-4-(trifluoromethoxy)benzo[d]oxazole